(S)-4-(6-(3,5-dimethylisoxazol-4-yl)-1-(1-(pyridin-2-yl)ethyl)-1H-pyrrolo[3,2-b]pyridin-3-yl)benzoic acid CC1=NOC(=C1C=1C=C2C(=NC1)C(=CN2[C@@H](C)C2=NC=CC=C2)C2=CC=C(C(=O)O)C=C2)C